N1C=NC2=C1C=CC(=C2)N2C(C1=CC=CC=C1[C@H]2C2=CC=C(C=C2)OCCC)=O (R)-2-(1H-Benzo[d]imidazol-5-yl)-3-(4-propoxyphenyl)isoindolin-1-on